2-(2-Bromo-4-fluoro-phenoxy)ethoxy-tert-butyl-dimethyl-silane BrC1=C(OCCO[Si](C)(C)C(C)(C)C)C=CC(=C1)F